C1(=CC=CC=C1)C(C1=CC=CC=C1)S(=O)(=O)C(C1=CC=CC=C1)C1=CC=CC=C1.[K] potassium diphenylmethylsulfone